5,6-dihydro-5,6-dihydroxydeoxythymidine OC1(C(NC(N([C@H]2C[C@H](O)[C@@H](CO)O2)C1O)=O)=O)C